(R)-1-(3-(3-(4-(2,3-difluorophenoxy)phenyl)-1H-pyrazolo[4,3-c]pyridin-1-yl)piperidin-1-yl)prop-2-en-1-one FC1=C(OC2=CC=C(C=C2)C2=NN(C3=C2C=NC=C3)[C@H]3CN(CCC3)C(C=C)=O)C=CC=C1F